[4-(6-Amino-pyridazin-3-yl)-piperidin-1-yl]-(4-bromo-2-methoxy-phenyl)-methanone NC1=CC=C(N=N1)C1CCN(CC1)C(=O)C1=C(C=C(C=C1)Br)OC